4-bromo-2-(methoxymethyl)thiophene BrC=1C=C(SC1)COC